(2-(4-amino-6-oxo-6,7-dihydrothieno[2,3-b]pyridin-5-yl)-3H-imidazo[4,5-b]pyridin-5-yl)-2,5-diazabicyclo[2.2.2]octane-2-carboxylic acid tert-butyl ester C(C)(C)(C)OC(=O)N1C2(CNC(C1)CC2)C2=CC=C1C(=N2)NC(=N1)C1=C(C2=C(NC1=O)SC=C2)N